6,7-dichloro-3-ethyl-2-(1-(4-methyl-1,4-diazepan-1-yl)butyl)quinazolin-4(3H)-one ClC=1C=C2C(N(C(=NC2=CC1Cl)C(CCC)N1CCN(CCC1)C)CC)=O